tert-butyl (3S,4R)-4-[[4-[3-(2,6-dioxo-3-piperidyl)-7-fluoro-1-methyl-indazol-6-yl]-1-piperidyl]methyl]-3-fluoro-piperidine-1-carboxylate O=C1NC(CCC1C1=NN(C2=C(C(=CC=C12)C1CCN(CC1)C[C@@H]1[C@@H](CN(CC1)C(=O)OC(C)(C)C)F)F)C)=O